N1=CC=C(C=C1)C1(CC1)N 1-(pyridin-4-yl)cyclopropan-1-amine